N1C(COCC1)CO Morpholine-3-methanol